FC1=CC=2C(C3=CC=CC=C3C2C(=C1)C=1C=NN(C1)C(C(=O)NNC1=CC=C(C=C1)F)CC(C)C)(C(F)(F)F)O 2-(4-(2-fluoro-9-hydroxy-9-(trifluoromethyl)-9H-fluoren-4-yl)-1H-pyrazol-1-yl)-N'-(4-fluorophenyl)-4-methylpentanehydrazide